COC(C1=CC(=CC(=C1)F)C(C)C1=CC=2NC3=CC=CC=C3SC2C=C1)=O 3-(1-(10H-phenothiazin-2-yl)ethyl)-5-fluorobenzoic acid methyl ester